Methyl-3-chlorosulfonylbenzoate COC(C1=CC(=CC=C1)S(=O)(=O)Cl)=O